6-(difluoromethyl)-3-iodo-imidazo[1,2-b]Pyridazine FC(C=1C=CC=2N(N1)C(=CN2)I)F